COCCN(C)CC1(CCCC1)N [(2-methoxyethyl)(methyl)amino]methylcyclopentan-1-amine